C1(=C(C=CC=C1)C1=CC(=C(N)C=C1)Cl)C1=CC(=C(N)C=C1)Cl 4,4'-phenylene-bis(2-chloroaniline)